[Si](C)(C)(C(C)(C)C)O[C@H]1[C@@H](O[C@@H]([C@H]1O[Si](C)(C)C(C)(C)C)CO[Si](C)(C)C(C)(C)C)N1C(N=C(C=C1)NCCO)=O 1-((2R,3R,4R,5R)-3,4-Bis((tert-butyldimethylsilyl)oxy)-5-(((tert-butyldimethylsilyl)oxy)methyl)tetrahydrofuran-2-yl)-4-((2-hydroxyethyl)amino)pyrimidin-2(1H)-one